3,5-decadiene CCC=CC=CCCCC